P1(OC2=C(C=C(C=C2)C(C)(C)C2=CC(=C(C=C2)O1)C(C)(C)C)C(C)(C)C)[O-] 4,4'-isopropylidenebis(2-tert-butylphenyl) phosphite